C(#N)C1=NN(C(=C1)C)C1=C(C=CC(=N1)N1C=NC2=C1C=CC(=C2)N2CCC1(CN(C1)C(=O)OC(C)(C)C)C2)C2OCCC2 tert-butyl 7-[1-[6-(3-cyano-5-methyl-pyrazol-1-yl)-5-tetrahydrofuran-2-yl-2-pyridyl]benzimidazol-5-yl]-2,7-diazaspiro[3.4]octane-2-carboxylate